2-((2-(2-chlorophenoxy) quinolin-6-yl)carbamoyl)-4-methoxypyridin-3-yl acetate C(C)(=O)OC=1C(=NC=CC1OC)C(NC=1C=C2C=CC(=NC2=CC1)OC1=C(C=CC=C1)Cl)=O